2-[(4-hydroxy-3-methoxyphenyl)methyl]-3-[(3-hydroxyphenyl)methyl]-1,4-butanediol OC1=C(C=C(C=C1)CC(CO)C(CO)CC1=CC(=CC=C1)O)OC